(S)-N-(4-(3-bromophenyl)thiazol-2-yl)pyrrolidine-2-carboxamide hydrochloride Cl.BrC=1C=C(C=CC1)C=1N=C(SC1)NC(=O)[C@H]1NCCC1